2-[[4-[5-isopropoxy-2-(2H-tetrazol-5-yl)phenyl]piperazin-1-yl]methyl]-3H-quinazolin-4-one C(C)(C)OC=1C=CC(=C(C1)N1CCN(CC1)CC1=NC2=CC=CC=C2C(N1)=O)C=1N=NNN1